[3-[3-(Dimethylamino)propyl]phenyl]-2-[4-([1,2,4]triazolo[1,5-a]pyridin-7-yl)phenyl]acetamide CN(CCCC=1C=C(C=CC1)C(C(=O)N)C1=CC=C(C=C1)C1=CC=2N(C=C1)N=CN2)C